BrC=1C=CC(=C(C(=O)OC)C1)F methyl 5-bromo-2-fluorobenzoate